sec-butoxytitanium C(C)(CC)O[Ti]